1-[[2-(4-chlorophenyl)2-hydroxy-4,4-dimethylcyclohex-1-yl]methyl]piperidine ClC1=CC=C(C=C1)C1(C(CCC(C1)(C)C)CN1CCCCC1)O